CN1N=CC(=C1)C=1C=C2N(N=CC=C2N2CC3CCC(C2)N3C3CC(C3)O)C1 3-(3-(6-(1-methyl-1H-pyrazol-4-yl)pyrrolo[1,2-b]pyridazin-4-yl)-3,8-diazabicyclo[3.2.1]oct-8-yl)cyclobutan-1-ol